bis(2-methoxy-4-vinyl-phenoxy)dimethylsilane COC1=C(O[Si](C)(C)OC2=C(C=C(C=C2)C=C)OC)C=CC(=C1)C=C